NC1=C(C(=O)N2CCC(CC2)N2C(NC3=NC=C(C=C32)C3CCC(CC3)(F)F)=O)C=CC(=C1)OC(F)(F)F 1-[1-[2-amino-4-(trifluoromethoxy)benzoyl]-4-piperidyl]-6-(4,4-difluorocyclohexyl)-3H-imidazo[4,5-b]pyridin-2-one